1-(3-bromonaphthalen-1-yl)cyclopropanamine BrC=1C=C(C2=CC=CC=C2C1)C1(CC1)N